OC1=NC=2C(N(C(=CC2C(=C1)O)C(F)(F)F)C1=CC=CC2=CC=CC=C12)=O 2,4-dihydroxy-7-(naphthalen-1-yl)-6-(trifluoromethyl)-1,7-naphthyridin-8(7H)-one